COCCN(C)C1=C(N(C2=CC=CC=C12)C)C(=O)O ((2-methoxyethyl)(methyl)amino)-1-methyl-1H-indole-2-carboxylic Acid